BrC=1C=C(SC1CCC)C=O 4-BROMO-5-PROPYLTHIOPHENE-2-CARBALDEHYDE